2-(2,6-dioxopiperidin-3-yl)-5-[4-(piperazin-1-ylmethyl)piperidin-1-yl]isoindole-1,3-dione O=C1NC(CCC1N1C(C2=CC=C(C=C2C1=O)N1CCC(CC1)CN1CCNCC1)=O)=O